phenyl-diethylene glycol C1(=CC=CC=C1)C(COCCO)O